CSCCCCCCC[C@@H](C(=O)[O-])[NH3+] The molecule is an L-polyhomomethionine zwitterion obtained by transfer of a proton from the carboxy to the amino group of L-pentahomomethionine; major species at pH 7.3. It is a L-polyhomomethionine zwitterion and a pentahomomethionine zwitterion. It is a tautomer of a L-pentahomomethionine.